C1(CCC1)N(C1=C(C(=NC=N1)NCC1C(CN(CC1)CC(=O)N)O)F)CC1=NC=C(C=C1)C(F)(F)F 2-(4-(((6-(cyclobutyl((5-(trifluoromethyl)pyridin-2-yl)methyl)amino)-5-fluoropyrimidin-4-yl)amino)methyl)-3-hydroxypiperidin-1-yl)acetamide